O1COC2=C1C=CC(=C2)[C@@H](NC(N[C@H](COC(N(CC=2SC=CC2)C2=CC=CC=C2)=O)CCCC)=O)CC(=O)OC methyl (6S,10S)-10-(1,3-benzodioxol-5-yl)-6-butyl-3,8-dioxo-2-phenyl-1-(2-thienyl)-4-oxa-2,7,9-triazadodecan-12-oate